Styrene dimethacrylate C(C(=C)C)(=O)O.C(C(=C)C)(=O)O.C=CC1=CC=CC=C1